CC1=NC=CC(=C1C=1C=C2C(=NC1)NC=C2C2=CC=1N(C=C2)N=CC1C(=O)N1CCOCC1)C (5-(5-(2,4-dimethylpyridin-3-yl)-1H-pyrrolo[2,3-b]pyridin-3-yl)pyrazolo[1,5-a]pyridin-3-yl)(morpholino)methanone